C(C)(C)(C)OC(=O)N[C@@H](CCCCN)C(=O)O N-t-butoxycarbonyl-lysine